6-(2-hydroxyethyl-amino)-s-triazine OCCNC1=NC=NC=N1